[(2R,3R,4R,5R,6R)-3,4-bis(acetyloxy)-6-[(15-[[(2S)-2,3-dihydroxypropyl]-carbamoyl]pentadecyl)oxy]-5-acetamidooxan-2-yl]methyl acetate C(C)(=O)OC[C@H]1O[C@H]([C@@H]([C@H]([C@H]1OC(C)=O)OC(C)=O)NC(C)=O)OCCCCCCCCCCCCCCCC(NC[C@@H](CO)O)=O